C1(CC1)C=1C=C2C(=NC(=NC2=C(C1C1=C2C=NN(C2=CC(=C1C)F)C1OCCCC1)O)OC1CCOCC1)N1[C@@H]2CN([C@H](C1)C2)C(=O)OC(C)(C)C tert-butyl (1S,4S)-5-{6-cyclopropyl-7-[6-fluoro-5-methyl-1-(oxan-2-yl)-1H-indazol-4-yl]8-hydroxy-2-[(oxan-4-yl)oxy]quinazolin-4-yl}-2,5-diazabicyclo[2.2.1]heptane-2-carboxylate